Cl.C(C)C1(CCNCC1)C(=O)NC(C)C 4-ethyl-N-isopropyl-piperidine-4-carboxamide hydrochloride salt